C(C)(C)(C)OC(=O)N1N=C(C(=C1C)C=1C=NC(=CC1)N)C 4-(6-aminopyridin-3-yl)-3,5-dimethyl-1H-pyrazole-1-carboxylic acid tert-butyl ester